tert-butyl 4-(3-((4-chloro-2-fluoro-6-methoxybenzyl) oxy)-4-fluorophenyl)-3,6-dihydropyridine-1(2H)-carboxylate ClC1=CC(=C(COC=2C=C(C=CC2F)C=2CCN(CC2)C(=O)OC(C)(C)C)C(=C1)OC)F